5-Bromo-2-(methoxymethyl)pyridine sodium nonyloxybenzenesulfonate C(CCCCCCCC)OC1=C(C=CC=C1)S(=O)(=O)[O-].[Na+].BrC=1C=CC(=NC1)COC